C(C)(C)(C)C1=CC(=NO1)C(=O)NCC1=C(C=C(C=C1)C1=C(C=NC=C1)N1CC2CN(C(C1)C2)C(C=C)=O)C 5-tert-butyl-N-[[2-methyl-4-[3-(6-prop-2-enoyl-3,6-diazabicyclo[3.2.1]oct-3-yl)-4-pyridinyl]phenyl]methyl]isoxazole-3-carboxamide